rac-methyl 4-{2-methyl-8-oxo-5-[2-(2,2,2-trifluoroethoxy) phenyl]-2,3,6,8-tetrahydro-7H-pyrrolo[3,4-f][1,4]oxazepin-7-yl}benzoate C[C@H]1OC2=C(C(=NC1)C1=C(C=CC=C1)OCC(F)(F)F)CN(C2=O)C2=CC=C(C(=O)OC)C=C2 |r|